N1C=CC2=C(C=CC=C12)N1CCN(CC1)CCCCOC=1C=CC=2C3C(C(NC2C1)=O)C3 5-(4-(4-(1H-indol-4-yl)piperazin-1-yl)butoxy)-1,1a,3,7b-tetrahydro-2H-cyclopropa[c]quinolin-2-one